1-(4-((3-chloro-1H-pyrrolo[2,3-b]pyridin-4-yl)oxy)-2-fluorophenyl)-3-(4-((5-methyl-2,5-diazabicyclo[2.2.2]octan-2-yl)methyl)-3-(trifluoromethyl)phenyl)urea ClC1=CNC2=NC=CC(=C21)OC2=CC(=C(C=C2)NC(=O)NC2=CC(=C(C=C2)CN2C1CN(C(C2)CC1)C)C(F)(F)F)F